C(=O)[O-].[Na+] sodium formate salt